4-[3-(1,1-difluoroethyl)phenyl]-2,6-difluoro-N-[2-[2-[[2-[4-[2-fluoro-5-[(4-oxo-3H-phthalazin-1-yl)methyl]benzoyl]piperazin-1-yl]-2-oxo-ethyl]amino]ethoxy]ethyl]benzamide FC(C)(F)C=1C=C(C=CC1)C1=CC(=C(C(=O)NCCOCCNCC(=O)N2CCN(CC2)C(C2=C(C=CC(=C2)CC2=NNC(C3=CC=CC=C23)=O)F)=O)C(=C1)F)F